4-(1-METHYLETHYL)-N-phenylbenzenecarbohydrazonoyl chloride CC(C)C1=CC=C(C=C1)C(=NNC1=CC=CC=C1)Cl